ClC1=CC=C(C=C1)C1=CC(=NC(=N1)C=1C=NC=CC1)N1CC(CC1)N1CCOCC1 (1-(6-(4-chlorophenyl)-2-(pyridin-3-yl)pyrimidin-4-yl)pyrrolidin-3-yl)morpholine